FC1=C(CNC2C(CCCC2)OC=2C=C3CN(C(C3=CC2)=O)C2C(NC(CC2)=O)=O)C=CC(=C1)F 3-(5-((2-((2,4-difluorobenzyl)amino)cyclohexyl)oxy)-1-oxoisoindolin-2-yl)piperidine-2,6-dione